6-chloro-4-(1-(5-((dimethylamino)methyl)pyrimidin-2-yl)piperidin-4-yl)-1-methyl-1,4-dihydroquinoxaline-2,3-dione ClC=1C=C2N(C(C(N(C2=CC1)C)=O)=O)C1CCN(CC1)C1=NC=C(C=N1)CN(C)C